2-phenylethyl-4-tert-butoxyiminoisoquinoline-1,3-dione C1(=CC=CC=C1)CCC1=C2C(C(NC(C2=CC=C1)=O)=O)=NOC(C)(C)C